tert-butyl-(4-isocyanato-4-hydroxybutoxy)dimethylsilane (3-Isopropylidene-2,2-Dimethylcyclobutyl)Methyl-Acetate C(C)(C)=C1C(C(C1)COC(C)=O)(C)C.C(C)(C)(C)[Si](C)(C)OCCCC(O)N=C=O